octanedione 2-O-benzoyloxime C(C1=CC=CC=C1)(=O)ON=C(C)C(CCCCC)=O